4-((3-bromophenyl)amino)-N-(6-((1,2,3,4-tetrahydroacridin-9-yl)amino)hexyl)quinazolin-7-carboxamide BrC=1C=C(C=CC1)NC1=NC=NC2=CC(=CC=C12)C(=O)NCCCCCCNC=1C2=CC=CC=C2N=C2CCCCC12